2-(1-methoxybutylidene)propanedinitrile COC(CCC)=C(C#N)C#N